6-{1-[3-(1-isopropyl-1,2,3-triazol-4-yl)-8-(methylamino)imidazo[1,2-b]pyridazin-6-yl]-2,3-dihydroindol-4-yl}pyridine-3-carbaldehyde C(C)(C)N1N=NC(=C1)C1=CN=C2N1N=C(C=C2NC)N2CCC1=C(C=CC=C21)C2=CC=C(C=N2)C=O